C1(=CC=CC=C1)CC(CC1=CC=CC=C1)NC1=CC=C(C=C1)Cl (R)-N-(1-phenyl-3-phenyl-2-propyl)-4-chloroaniline